3-(4-chloro-3-fluorophenyl)propanamide ClC1=C(C=C(C=C1)CCC(=O)N)F